N-(aminoiminomethyl)-beta-alanine NN=CNCCC(=O)O